3-[(Z)-2-(2-aminopyrimidin-5-yl)-1-fluorovinyl]-4-(difluoromethoxy)benzoic acid NC1=NC=C(C=N1)\C=C(/F)\C=1C=C(C(=O)O)C=CC1OC(F)F